C=1N=CN2C1C1=CC=CC=C1[C@@H]2[C@H]2CCC=1C=NNC1[C@@H]2O (6R,7R)-6-((S)-5H-imidazo[5,1-a]isoindol-5-yl)-4,5,6,7-tetrahydro-1H-indazol-7-ol